FC1=CC=C2C(=C(C(N(C2=C1)C)=O)C#N)N1CCC(CC1)(C=1OC2=C(N1)C=C(C=C2)C)C 7-Fluoro-1-methyl-4-[4-methyl-4-(5-methyl-1,3-benzooxazol-2-yl)piperidin-1-yl]-2-oxo-1,2-dihydro-quinoline-3-carbonitrile